5-[5-(4-fluoro-2-isopropoxy-phenyl)-4-(4,5,6,7-tetrahydropyrazolo[1,5-a]pyrazin-2-yl)pyrimidin-2-yl]-1-methyl-pyridin-2-one FC1=CC(=C(C=C1)C=1C(=NC(=NC1)C=1C=CC(N(C1)C)=O)C1=NN2C(CNCC2)=C1)OC(C)C